CN1C=NC2=C1C=NNC2=O 1-methyl-1,5-dihydro-4H-imidazo[4,5-d]pyridazin-4-one